N-(3-amino-2,2-difluoropropyl)-7-cyano-4-(isopropylamino)-5H-pyrido[3,2-b]indole-3-carboxamide NCC(CNC(=O)C1=C(C=2NC=3C=C(C=CC3C2N=C1)C#N)NC(C)C)(F)F